CC1=CSC2=C1C(=NC=C2)N[C@H]2CN(CCC2)C(=O)OC(C)(C)C tert-butyl (3R)-3-[(3-methylthieno[3,2-c]pyridin-4-yl)amino]-piperidine-1-carboxylate